(E)-3-(4-Butylphenyl)-1-[4-(oxan-2-yloxy)phenyl]prop-2-en-1-one C(CCC)C1=CC=C(C=C1)/C=C/C(=O)C1=CC=C(C=C1)OC1OCCCC1